ClC1=CC(=C(CN2CCCC23CCN(CC3)C(=O)OC(C(F)(F)F)C(F)(F)F)C=C1)N1CCCC1 1,1,1,3,3,3-hexafluoropropan-2-yl 1-(4-chloro-2-(pyrrolidin-1-yl) benzyl)-1,8-diazaspiro[4.5]decane-8-carboxylate